α,α'-diisobutoxy-meta-xylene C(C(C)C)OCC1=CC(=CC=C1)COCC(C)C